FC=1C=C2CCN(CC2=CC1)C1=CC(=C(C(=C1)C)C(C(=O)N)C(C)(C)C)C1(CC1)F (4-(6-fluoro-3,4-dihydroisoquinolin-2(1H)-yl)-2-(1-fluorocyclopropyl)-6-methylphenyl)-3,3-dimethylbutyramide